N-(3-(N-(tert-Butyl)sulfamoyl)phenyl)-6-((methylsulfonyl)methyl)-2-(6-azaspiro[2.5]octan-6-yl)nicotinamide C(C)(C)(C)NS(=O)(=O)C=1C=C(C=CC1)NC(C1=C(N=C(C=C1)CS(=O)(=O)C)N1CCC2(CC2)CC1)=O